heptafluoro-isobutyryl chloride FC(C(C(=O)Cl)(C(F)(F)F)F)(F)F